CCCCCCCCCCCCCCCCCC(=O)NCCO stearoyl-ethanolamine